chlorobenzaldehyde p-toluenesulfonylhydrazone CC1=CC=C(C=C1)S(=O)(=O)NN=CC1=C(C=CC=C1)Cl